C(C)OC(=O)C1=C2C(=NO1)C=CC(=C2)C(Br)Br 5-(dibromomethyl)benzo[c]isoxazole-3-carboxylic acid ethyl ester